N(=[N+]=[N-])CCCCCSC1=C2C(N(C(C2=CC=C1)=O)C1C(NC(CC1)=O)=O)=O 4-((5-azidopentyl)thio)-2-(2,6-dioxopiperidin-3-yl)isoindoline-1,3-dione